N-(4-Chlorobenzyl)-6-((1-(cyclopropylsulfonyl)cyclopropyl)methyl)-7-oxo-4,5,6,7-tetrahydro-1H-pyrazolo[3,4-c]pyridine-3-carboxamide ClC1=CC=C(CNC(=O)C2=NNC=3C(N(CCC32)CC3(CC3)S(=O)(=O)C3CC3)=O)C=C1